11-(3-Phenylpropyl)-2-(4-(trifluoromethyl)phenyl)-11H-imidazo[1',2':1,2]pyrido[3,4-b]indole C1(=CC=CC=C1)CCCN1C2=C(C3=CC=CC=C13)C=CN1C2=NC(=C1)C1=CC=C(C=C1)C(F)(F)F